[Br-].C1(=CC=CC=C1)C1=C(C=CC=2[SH+]C3=C(C21)C=CC=C3)C(C3=CC=C(C=C3)OC)(OC)OC phenyl-2-[dimethoxy-(4-methoxyphenyl)methyl]dibenzothiophenium bromid